2-(6-bromo-4-(1-hydroxyethyl)-1-oxophthalazin-2(1H)-yl)-N-(1-isopropyl-1H-pyrazol-3-yl)acetamide BrC=1C=C2C(=NN(C(C2=CC1)=O)CC(=O)NC1=NN(C=C1)C(C)C)C(C)O